C(C)OC(C1=CC=C(C=C1)N(CCCO)CCCO)=O ethyl-4-bis(hydroxypropyl)aminobenzoate